C(C)S(=O)(=O)[O-].C(CN)N.[Na+] Sodium ethylenediamine ethanesulfonate